C1(CC1)N(C=1C2=C(N=CN1)N(C=C2)S(=O)(=O)C2=CC=C(C)C=C2)CC2=CC=C(C=C2)C(F)(F)F N-Cyclopropyl-7-tosyl-N-(4-(trifluoromethyl)benzyl)-7H-pyrrolo[2,3-d]pyrimidin-4-amine